C(C)(C)(C)OC(=O)N1[C@@H](C[C@H](C1)C)CO (2s,4r)-2-(hydroxymethyl)-4-methylpyrrolidine-1-carboxylic acid tert-butyl ester